[Cl-].C(#N)C=1C=C(C=CC1F)N1C(C=2C(=NC=3C=CC=CC3C2C1=O)CC[NH2+]C(C)C)O N-(2-(2-(3-cyano-4-fluorophenyl)-3-hydroxy-1-oxo-2,3-dihydro-1H-pyrrolo[3,4-c]quinolin-4-yl)ethyl)propan-2-aminium Chloride